N-[(4S,5S)-4-(4-fluorophenyl)-3,7-dimethyl-6-oxo-1-phenyl-1H,4H,5H,6H,7H-pyrazolo[3,4-b]pyridin-5-yl]-3-methylbenzamide FC1=CC=C(C=C1)[C@H]1C2=C(N(C([C@H]1NC(C1=CC(=CC=C1)C)=O)=O)C)N(N=C2C)C2=CC=CC=C2